phenyl-5-(trifluoromethyl)-[1,1'-biphenyl] C1(=CC=CC=C1)C1=C(C=C(C=C1)C(F)(F)F)C1=CC=CC=C1